C(#N)C1=C(N=C(S1)N(C1=C(N=C2SC(=CN21)C2CCNCC2)CC)CC)C2=CC=C(C=C2)F 4-(5-((5-cyano-4-(4-fluorophenyl)thiazol-2-yl)(ethyl)amino)-6-ethylimidazo[2,1-b]thiazol-2-yl)piperidin